NC1=CC=C(C=N1)C=1C=C2C(=NC=NC2=CC1)NCC1=C(C=CC=C1)F 6-(6-aminopyridin-3-yl)-N-(2-fluorobenzyl)quinazolin-4-amine